[2,5'-bipyrimidine]-5-carboxylate N1=C(N=CC(=C1)C(=O)[O-])C=1C=NC=NC1